ClC=1C(=NC=CC1)OC1=NC=CC2=CC(=CC(=C12)O[C@H](C(F)(F)F)C)N1N=C(N(C1=O)CC)CO (S)-1-(1-((3-Chloropyridin-2-yl)oxy)-8-((1,1,1-trifluoropropan-2-yl)oxy)isoquinolin-6-yl)-4-ethyl-3-(hydroxymethyl)-1H-1,2,4-triazol-5(4H)-one